cis-N-methyl-4-(4-chlorophenyl)-1,2,3,4-tetrahydro-1-naphthylamine CN[C@@H]1CC[C@@H](C2=CC=CC=C12)C1=CC=C(C=C1)Cl